FC1=C(C(=CC=2SC(=CC21)C(=O)Cl)OC)OC 4-fluoro-5,6-dimethoxy-benzo[b]thiophene-2-carbonyl chloride